NC=1C(=NC(=C(N1)C1=CC=CC=C1)C=1C=C2C=CC=NC2=CC1)/C=C/C(=O)OCC ethyl (2E)-3-[3-amino-5-phenyl-6-(quinolin-6-yl)pyrazin-2-yl]prop-2-enoate